P(=O)(O)(O)OC[C@@H]1[C@H](C[C@@H](O1)N1C=NC=2C(N)=NC=NC12)O deoxyadenosine-5'-monophosphate